F[C@@H]1[C@H](C=2C(=C(SC2S(=O)(=O)C)N2C=CC3=CC=C(C=C23)F)C1)O (4S,5S)-5-fluoro-1-(6-fluoroindol-1-yl)-3-(methylsulfonyl)-5,6-dihydro-4H-cyclopenta[c]thiophen-4-ol